tert-butyl N-[5-({2-[(tert-butoxycarbonyl)aminosulfonyl]-5-({5-[3-[(tert-butyldimethylsilyl)oxy]cyclopentyl]pyrimidin-2-yl}amino)phenyl}amino)pentyl]carbamate C(C)(C)(C)OC(=O)NS(=O)(=O)C1=C(C=C(C=C1)NC1=NC=C(C=N1)C1CC(CC1)O[Si](C)(C)C(C)(C)C)NCCCCCNC(OC(C)(C)C)=O